heptyl 3-(4-hydroxy-3,5-diisopropylphenyl)propionate OC1=C(C=C(C=C1C(C)C)CCC(=O)OCCCCCCC)C(C)C